N-(3-(7-fluoro-5-oxo-1-thioxo-1,2-dihydro-[1,2,4]triazolo[4,3-a]quinazolin-4(5H)-yl)propyl)-2-(4-methoxyphenyl)acetamide FC=1C=C2C(N(C=3N(C2=CC1)C(NN3)=S)CCCNC(CC3=CC=C(C=C3)OC)=O)=O